C(C)C1=CC2=C(CCO[C@]23C[C@@H](N(CC3)CC=3N=NN(C3)C=3C=C(C=NC3)O)C)S1 5-[4-[[(2'S,4R)-2-ethyl-2'-methyl-spiro[6,7-dihydrothieno[3,2-c]pyran-4,4'-piperidine]-1'-yl]methyl]triazol-1-yl]pyridin-3-ol